[C@H]12CN(C[C@H](CC1)N2)C=2C1=C(N=C(N2)OCC23CCCN3CC(C2)F)C(=C(N=C1)C1=C(C=CC=C1)C(C)(C)O)F 2-(2-(4-((1R,5S)-3,8-diazabicyclo[3.2.1]octan-3-yl)-8-fluoro-2-((2-fluorotetrahydro-1H-pyrrolizin-7a(5H)-yl)methoxy)pyrido[4,3-d]pyrimidin-7-yl)phenyl)propan-2-ol